p-methoxy-β-nitrostyrene COC1=CC=C(C=C[N+](=O)[O-])C=C1